CS(=O)(=O)OCCOCCOCCOS(=O)(=O)C 1'-[1,2-ethanediylbis(oxy-2,1-ethanediyl)] dimethansulfonate